1-(2,4,5-trifluorobenzyl)-1H-pyrazole-3-carboxylic acid ethyl ester C(C)OC(=O)C1=NN(C=C1)CC1=C(C=C(C(=C1)F)F)F